N1(CN(CC1)CCCC(CCN(C)C)NCCC[Si](OC)(OC)OC)CCCC(CCN(C)C)NCCC[Si](OC)(OC)OC 1-(imidazolidine-1,3-diylbis(propane-3,1-diyl))bis(N3,N3-dimethyl-N1-(3-(trimethoxysilyl)propyl)propane-1,3-diamine)